O1CC=CC2=C1C=CC(=C2)O 2H-1-Benzopyran-6-ol